C(CCCCCCCCCCC)SC(=S)SC(C(=O)O)(C)C 2-[dodecylthio(thiocarbonyl)thio]2-methylpropanoic acid